C(C1=CC=CC=C1)OC=1C=CC=C2C=CNC12 7-(benzyloxy)-1H-indole